6-(4-(2-((1-((dimethylamino)methyl)cyclopropyl)methoxy)-7-(8-ethylnaphthalen-1-yl)-5,6,7,8-tetrahydropyrido[3,4-d]pyrimidin-4-yl)piperazin-1-yl)pyridazin-3(2H)-one CN(C)CC1(CC1)COC=1N=C(C2=C(N1)CN(CC2)C2=CC=CC1=CC=CC(=C21)CC)N2CCN(CC2)C=2C=CC(NN2)=O